methyl 4-((benzoyloxy)(but-3-yn-1-yl)amino)-4-oxobutanoate C(C1=CC=CC=C1)(=O)ON(C(CCC(=O)OC)=O)CCC#C